CC1(OCCC(C1)C1=NC=2C(=NC=CC2C2CCN(CC2)C(=O)C2=CC=C(C=C2)OC(F)(F)F)N1)C [4-[2-(2,2-dimethyltetrahydropyran-4-yl)-3H-imidazo[4,5-b]pyridin-7-yl]-1-piperidyl]-[4-(trifluoromethoxy)phenyl]methanone